CN1N=CC(=C1C)C1=NN2C(NC=3C=CC=CC3C2=N1)=O 2-(1,5-Dimethyl-1H-pyrazol-4-yl)[1,2,4]triazolo[1,5-c]quinazolin-5(6H)-one